C(C)OC1=CC=C(NCC2=NC=C(C(=C2O)C=O)CO)C=C1 para-ethoxyanilino-pyridoxal